dibenzyl (chloromethyl)phosphonate ClCP(OCC1=CC=CC=C1)(OCC1=CC=CC=C1)=O